OC(=O)C(F)(F)F.FC1=CC=C(C=C1)C1=CC(=C(N=N1)C1(CNCC1)O)C1=NN(C=C1)C 3-(6-(4-fluorophenyl)-4-(1-methyl-1H-pyrazol-3-yl)pyridazin-3-yl)pyrrolidin-3-ol TFA salt